N-(5-fluoro-1-methyl-1H-1,3-benzodiazol-2-yl)-5-[(3-methoxyazetidin-1-yl)methyl]-1,3-benzoxazol-2-amine FC1=CC2=C(N(C(=N2)NC=2OC3=C(N2)C=C(C=C3)CN3CC(C3)OC)C)C=C1